C[C@@](C(=O)O)(CNC(=O)OC(C)(C)C)NC(CCCCCCCCC#C)=O.C(CC)(=O)O propanoate (methyl (S)-3-((tert-butoxycarbonyl) amino)-2-(undec-10-ynamido) propanoate)